(2,2-Difluoro-4-iodobutyl)isoindoline-1,3-dione FC(CN1C(C2=CC=CC=C2C1=O)=O)(CCI)F